((4S,7S)-4-(benzo[d]thiazol-2-yl)-7-methyl-1,4,6,7-tetrahydro-5H-imidazo[4,5-c]pyridin-5-yl)(4-methyloxazol-5-yl)methanone S1C(=NC2=C1C=CC=C2)[C@H]2N(C[C@@H](C1=C2N=CN1)C)C(=O)C1=C(N=CO1)C